7-methoxy-1,1-dimethyl-1,3,4,5-tetrahydro-2H-benzo[d]azepin-2-one COC1=CC2=C(C(C(NCC2)=O)(C)C)C=C1